FC1=CC(=C(C=C1)F)F 1,3,4-trifluorobenzene